ClC=1C(=NC=C(C1)C(F)(F)F)N1CCC(CC1)CCN1N=C(C=2CCCCC12)C(=O)N1CCC(CC1)NC(C)=O N-[1-[1-[2-[1-[3-Chloro-5-(trifluoromethyl)-2-pyridyl]-4-piperidyl]ethyl]-4,5,6,7-tetrahydroindazol-3-carbonyl]-4-piperidyl]acetamid